O[C@H]1[C@@H](O[C@@H]([C@H]1O)CO)N1C2=NC=NC(=C2N=C1)NC([C@H](CC(=O)N)N)=O (S)-4-{9-[(2R,3R,4S,5R)-3,4-Dihydroxy-5-(hydroxymethyl)tetrahydrofur-2-yl]-N-adenineyl}-3-amino-4-oxobutyramide